S1C=NC2=C1C=C(C=C2)S(=O)(=O)N2CC1=C(C2)CN(C1)C([C@@H](CO)C1=CC=CC=C1)=O (R)-1-(5-(benzo[d]thiazol-6-ylsulfonyl)-3,4,5,6-tetrahydropyrrolo[3,4-c]pyrrol-2(1H)-yl)-3-hydroxy-2-phenylpropan-1-one